CC1=C(OC2=C1C=C(C=C2)S(N(CCC2=CC=CC=C2)C2=CC=C(C=C2)N2CCN(CC2)C(=O)OCCC)(=O)=O)C(=O)OCC Ethyl 3-methyl-5-(N-(4-(4-(propoxycarbonyl)piperazin-1-yl)phenyl)-N-phenethylsulfamoyl)benzofuran-2-carboxylate